C(CC(C)C)NC(=O)N1C(=NC(=C1C)C)OC isoamyl-2-methoxy-4,5-dimethyl-1H-imidazole-1-carboxamide